[Si](C)(C)(C(C)(C)C)OC1(C(CCCC1)C)C(=O)O ((tert-butyldimethylsilyl)oxy)-2-methylcyclohexane-1-carboxylic acid